(5-(3,5-difluorophenyl)-4,5-dihydro-1H-pyrazol-1-yl)(5-(5-methyl-1,3,4-oxadiazol-2-yl)-5-azaspiro[2.5]octan-8-yl)methanone FC=1C=C(C=C(C1)F)C1CC=NN1C(=O)C1CCN(CC12CC2)C=2OC(=NN2)C